C(C)(C)(C)OC(NC1CC(CCC1)C1=C2C(=C(NC2=C(C=C1F)C(N)=O)C)Cl)=O (3-(7-carbamoyl-3-chloro-5-fluoro-2-methyl-1H-indol-4-yl)cyclohexyl)carbamic acid tert-butyl ester